FC1(C(C1)C1=CC=C(C(=N1)C)S(=O)(=O)N1CC2(C1)CN(C2)C2CCOCC2)F 2-((6-(2,2-difluorocyclopropyl)-2-methylpyridin-3-yl)sulfonyl)-6-(tetrahydro-2H-pyran-4-yl)-2,6-diazaspiro[3.3]heptane